C12N(CC(CC1)C2)C=2N(C(C(=CN2)N[C@H](C)C2=CC1=C(OC3=C1C=CC=C3)C=C2)=O)CC(=O)O 2-(2-(2-azabicyclo[2.2.1]heptan-2-yl)-5-(((R)-1-(dibenzo[b,d]furan-2-yl)ethyl)amino)-6-oxopyrimidin-1(6H)-yl)acetic acid